CN1N=CC=C1C(C#N)N 2-(1-methylpyrazol-5-yl)-aminoacetonitrile